C(#N)C1=CNC2=C(C=CC(=C12)C)NS(=O)(=O)C1=CC(=CC=C1)CO N-(3-cyano-4-methyl-1H-indol-7-yl)-3-(hydroxymethyl)benzene-1-sulfonamide